7-chloro-N-ethyl-N-{3-fluorobicyclo[1.1.1]pentan-1-yl}-1-{[2-(trimethylsilyl)ethoxy]methyl}pyrrolo[2,3-c]pyridine-2-carboxamide ClC=1N=CC=C2C1N(C(=C2)C(=O)N(C21CC(C2)(C1)F)CC)COCC[Si](C)(C)C